N-piperidinyl-amide N1(CCCCC1)[NH-]